C1(N=CC2=CC=CC=C12)=O 1H-isoindol-1-one